3-(3-(3-(4,6-Diphenyl-1,3,5-triazin-2-yl)phenyl)-5,6-diphenylpyrazin-2-yl)benzonitrile C1(=CC=CC=C1)C1=NC(=NC(=N1)C1=CC=CC=C1)C=1C=C(C=CC1)C=1C(=NC(=C(N1)C1=CC=CC=C1)C1=CC=CC=C1)C=1C=C(C#N)C=CC1